CS(=O)(=O)C1=NC(=NC=C1)C=1C=NC=CC1 4-(methylsulfonyl)-2-(pyridin-3-yl)pyrimidine